FC1=C(C(=C(C=C1N1N=C(C2=NC(=CC=C21)N2C1(CC1)COCC2)C)C(F)(F)F)F)O 2,6-Difluoro-3-(3-methyl-5-(7-oxa-4-azaspiro[2.5]octan-4-yl)-1H-pyrazolo[4,3-b]pyridine-1-yl)-5-(trifluoromethyl)phenol